C1(CC1)C(C1CC1)NC(=O)C1=CN=C(O1)C=1C=C(C=CC1)C1=CC(=NN1)C(=O)OC(C)(C)C Tert-butyl 5-(3-(5-((dicyclopropylmethyl)carbamoyl)oxazol-2-yl)phenyl)-1H-pyrazole-3-carboxylate